1-(3,5-difluoro-6-amino-2-pyridinyl)-6-fluoro-8-chloro-1,4-dihydro-7-(8-azaspiro[4.5]dec-8-yl)-4-oxo-3-quinolinecarboxylic acid FC=1C(=NC(=C(C1)F)N)N1C=C(C(C2=CC(=C(C(=C12)Cl)N1CCC2(CCCC2)CC1)F)=O)C(=O)O